C(C)(C)(C)OC(=O)N1CC2=C(C=C(C=C2CC1)OCCN(C)C)N[C@H]1COCC1.ClC=1C=C2C=C(C(NC2=C(C1)N1CCN(CC1)C)=O)COC 6-chloro-3-(methoxymethyl)-8-(4-methylpiperazin-1-yl)quinolone tert-butyl-(R)-6-(2-(dimethylamino)ethoxy)-8-((tetrahydrofuran-3-yl)amino)-3,4-dihydroisoquinoline-2(1H)-carboxylate